NC1(CC1)CNC1=NC(=C2C(=N1)N(N=C2)C)NC2=CC=CC=C2 6-N-[(1-aminocyclopropyl)methyl]-1-methyl-4-N-phenylpyrazolo[3,4-d]pyrimidine-4,6-diamine